C(C)(C)(C)OC(=O)N1[C@H]([C@@H](CC1)F)C(=O)O (2S,3R)-1-tert-butoxycarbonyl-3-fluoro-pyrrolidine-2-carboxylic acid